(+/-)-trans-methyl 3-((2,6-dichloropyrimidin-4-yl)amino)bicyclo[2.2.2]octane-2-carboxylate ClC1=NC(=CC(=N1)NC1C(C2CCC1CC2)C(=O)OC)Cl